O[C@@H]1CCNC1 (2R,4R)-4-hydroxypyrrolidin